Cl.ClCC=1N=C2N(C(=CC(=C2)C)C)C1 (chloromethyl)-5,7-dimethylimidazo[1,2-a]pyridine hydrochloride